CC(C)(OCCO)C1CC=C(CC1)C 2-(1-methyl-1-(4-methyl-3-cyclohexenyl)ethoxy)ethanol